ClC=1C=C(C(=CC1)C1=C(C=CC=C1)N1C2=CC=CC=C2C=2C=CC=CC12)C1=CC=CC=C1 9-(4'-chloro-[1,1':2',1''-terphenyl]-2-yl)-9H-carbazole